quinoline-5-carboxamide N1=CC=CC=2C(=CC=CC12)C(=O)N